C(C)(C)OC([C@H](CC1=CC=CC=C1)N(C)C(=O)N1C(N(C2=NC(NC(=C12)N)=NS(=O)(=O)CCC)CC1=CC=CC=C1)=O)=O (2S)-2-[[6-amino-9-benzyl-8-oxo-2-(propylsulfonylimino)purine-7-carbonyl]-methyl-amino]-3-phenyl-propionic acid isopropyl ester